NC=1S[C@@](C[C@@](N1)(C)C1=C(C=CC(=C1)\C=C(/F)\C1=NC=C(C=C1)Cl)F)(C(=O)OC)C (4S,6S)-Methyl 2-amino-4-(5-((Z)-2-(5-chloropyridin-2-yl)-2-fluorovinyl)-2-fluorophenyl)-4,6-dimethyl-5,6-dihydro-4H-1,3-thiazine-6-carboxylate